Cl.Cl.N(=NC(C(=N)N)(C)C)C(C(=N)N)(C)C 2,2'-azo-bis(2-methylpropionamidine) dihydrochloride